1-(2,3-dihydro-4H-benzo[b][1,4]oxazin-4-yl)-2-iodoethan-1-one O1C2=C(N(CC1)C(CI)=O)C=CC=C2